8-bromo-6-methylchromen-4-one BrC=1C=C(C=C2C(C=COC12)=O)C